5-sulfamoyl-furan-2-carboxamide S(N)(=O)(=O)C1=CC=C(O1)C(=O)N